C(#N)C1=CC(=C(COC2=CC=CC(=N2)C2CCN(CC2)CC=2N(C3=C(N2)SC(=C3)C(=O)OC)C[C@H]3OCCC3)C=C1)F (S)-methyl 2-((4-(6-((4-cyano-2-fluorobenzyl) oxy) pyridin-2-yl) piperidin-1-yl) methyl)-1-((tetrahydrofuran-2-yl) methyl)-1H-thieno[2,3-d]imidazole-5-carboxylate